4-hydroxy-N-((S)-1-(4-(4-methylthiazol-5-yl)benzeneyl)ethyl)pyrrolidine-2-carboxamide OC1CC(NC1)C(=O)N[C@@H](C)C1=CC=C(C=C1)C1=C(N=CS1)C